(5-Ethynyl-2-oxo-1H-1,6-naphthyridin-3-yl)acetic acid C(#C)C1=C2C=C(C(NC2=CC=N1)=O)CC(=O)O